N-[4-(difluoromethoxy)phenyl]-6-(2-hydroxypropan-2-yl)-3-oxo-2-[2-(2,2,2-trifluoroethoxy)phenyl]-2,3-dihydropyridazine-4-carboxamide FC(OC1=CC=C(C=C1)NC(=O)C=1C(N(N=C(C1)C(C)(C)O)C1=C(C=CC=C1)OCC(F)(F)F)=O)F